NC1=C(C(=O)NC2=NC(=CC=C2)C2=NN=CN2C(C)C)C=C(C=C1)OCCOC 2-amino-N-(6-(4-isopropyl-4H-1,2,4-triazol-3-yl)pyridin-2-yl)-5-(2-methoxyethoxy)benzamide